C(C)(C)(C)C=1C=C(C2=C(C=CO2)C1)S(=O)(=O)Cl 5-(tert-butyl)benzofuran-7-sulfonyl chloride